BrC1=CC=C(C=C1)N1N=C(C(=C1)[C@@H]1O[C@H](C(N1CCC1=CC=C(C=C1)OC)=O)C)C1=CC=C(C=C1)F (2S,5S)-2-(1-(4-bromophenyl)-3-(4-fluorophenyl)-1H-pyrazol-4-yl)-3-(4-Methoxyphenethyl)-5-methyloxazolidin-4-one